C(OCCCCCCCCCCCCCCCC)(OOOOC(OCCCCCCCCCCCCCCCC)=O)=O dihexadecyl peroxy dicarbonate